CN1CCN(CC1)CCC[Si](C1=CC=C(C=C)C=C1)(OC)OC 4-[[3-(4-methylpiperazine-1-yl)propyl]-dimethoxysilyl]styrene